5-chloro-1-methyl-3-(piperidin-4-yl)-1H-indole ClC=1C=C2C(=CN(C2=CC1)C)C1CCNCC1